BrCCOC1=CC=C2C3=C(C(OC2=C1C(=O)N1CCCC2=CC=CC=C12)=O)CCCC3 3-(2-Bromoethoxy)-4-(1,2,3,4-tetrahydroquinoline-1-carbonyl)-7,8,9,10-tetrahydro-6H-benzo[c]chromen-6-one